BrC1=CC(=NC=C1)C#CCN1CCOCC1 4-[3-(4-bromo-2-pyridinyl)prop-2-ynyl]Morpholine